2-chloro-5-((5-cyclopropyl-1-methyl-1H-pyrazol-4-yl)ethynyl)-4-fluoropyridine ClC1=NC=C(C(=C1)F)C#CC=1C=NN(C1C1CC1)C